COC1=CC=C(C=C1)C1=CN=C2N1C=CN=C2NC2=CC(=C(C(=O)NCCOCCNC(CCCC)=O)C=C2)C 4-[[3-(4-methoxyphenyl)imidazo[1,2-a]pyrazin-8-yl]amino]-2-methyl-N-[2-[2-(pentanoylamino)ethoxy]ethyl]benzamide